5-bromo-2-(1-((tert-butyldimethylsilyl)oxy)-2-fluoroethyl)pyridine BrC=1C=CC(=NC1)C(CF)O[Si](C)(C)C(C)(C)C